COC(=O)C1=CC=C(C=C1)C(C(=O)O)C 2-(4-(methoxycarbonyl)phenyl)propionic acid